C(#N)C=1C=CC(=NC1)NC1=CC(=C(N=N1)C(=O)NC)NC[C@@H]1CNCCO1 (S)-6-(5-cyanopyridin-2-ylamino)-N-methyl-4-(morpholin-2-ylmethylamino)pyridazine-3-carboxamide